3,5-dibromo-1-isopropyl-pyrazole BrC1=NN(C(=C1)Br)C(C)C